2-(4-chlorobenzyl)oxy-5-(3-oxo-2,3-dihydro-1H-pyrazolo[3,4-d]pyrimidin-6-yl)benzonitrile ClC1=CC=C(COC2=C(C#N)C=C(C=C2)C2=NC=C3C(=N2)NNC3=O)C=C1